6-Bromo-8-methylquinazolin-4-amine BrC=1C=C2C(=NC=NC2=C(C1)C)N